N-(3-chloro-4-((5-nitropyridin-2-yl)oxy)pyridin-2-yl)-1,1-diphenyl-methanimine ClC=1C(=NC=CC1OC1=NC=C(C=C1)[N+](=O)[O-])N=C(C1=CC=CC=C1)C1=CC=CC=C1